FC(C1=CC(=C(C(=O)O)C=C1F)NC1=C(C=C(C=C1)F)C)F 4-(difluoromethyl)-5-fluoro-2-((4-fluoro-2-methylphenyl)amino)benzoic acid